N'-(malonyl-bis(oxy))bis(N-benzyl-2,2-dimethylbutanamide) C(CC(=O)OC(C(C(=O)NCC1=CC=CC=C1)(C)C)C)(=O)OC(C(C(=O)NCC1=CC=CC=C1)(C)C)C